6-chloropyridazin-3-ol ClC1=CC=C(N=N1)O